(3S)-N-(3-(2-((3,3-difluorocyclopentyl)amino)-6-morpholinopyrimidin-4-yl)-4-methylphenyl)-3-(2,2,2-trifluoroethyl)pyrrolidine-1-carboxamide FC1(CC(CC1)NC1=NC(=CC(=N1)C=1C=C(C=CC1C)NC(=O)N1C[C@@H](CC1)CC(F)(F)F)N1CCOCC1)F